(3S,4R,5R)-1-(((1r,4R)-4-cyclopropylcyclohexyl)methyl)piperidine-3,4,5-triol C1(CC1)C1CCC(CC1)CN1C[C@@H](C([C@@H](C1)O)O)O